[Cl-].[Li+].Cl[Zn]C=1N(C(=C(N1)C1=NC2=C(N=NC(=C2)C(F)(F)F)N1C)S(=O)(=O)CC)C Chloro{5-(ethylsulfonyl)-1-methyl-4-[7-methyl-3-(trifluoromethyl)-7H-imidazo[4,5-c]pyridazin-6-yl]-1H-imidazol-2-yl}zinc lithium chloride